ethyl orthosilicate, lithium salt [Li+].[Si](OCC)([O-])([O-])[O-].[Li+].[Li+]